N-(3-cyanophenyl)-9-(methyl(7H-pyrrolo[2,3-d]pyrimidin-4-yl)amino)-3-azaspiro[5.5]undecane-3-carboxamide C(#N)C=1C=C(C=CC1)NC(=O)N1CCC2(CC1)CCC(CC2)N(C=2C1=C(N=CN2)NC=C1)C